NC=1C(=C(C(=CC1)O)C=1C(=CC=CC1)O)N diaminobiphenol